5-Dimethylamino-1,3-dioxan-2-on CN(C1COC(OC1)=O)C